rac-N-{(7S,8R)-2-ethyl-8-[(3'-fluoro[1,1'-biphenyl]-3-yl)methyl]-1-oxo-1,2,5,6,7,8-hexahydroisoquinolin-7-yl}methanesulfonamide C(C)N1C(C=2[C@H]([C@H](CCC2C=C1)NS(=O)(=O)C)CC=1C=C(C=CC1)C1=CC(=CC=C1)F)=O |r|